4-Boc-1-piperazineethylamine C(=O)(OC(C)(C)C)N1CCN(CC1)CCN